O=C1C=NC=C(N1)C(=O)O 6-Oxo-1H-pyrazine-2-carboxylic acid